CC1=C(OC(C(=O)O)(C)C)C(=CC(=C1)CCC(=O)C1=CC=C(C=C1)OC(F)(F)F)C 2-[2,6-dimethyl-4-[3-[4-(trifluoromethyloxy)phenyl]-3-oxo-propyl]phenoxy]-2-methylpropanoic acid